(4-(tert-butyl)-2-cyanophenyl)boronic acid C(C)(C)(C)C1=CC(=C(C=C1)B(O)O)C#N